(Z)-3,4,4-trifluoro-4-(quinolin-8-ylsulfonyl)but-2-en-1-amine dihydrochloride Cl.Cl.F\C(=C/CN)\C(S(=O)(=O)C=1C=CC=C2C=CC=NC12)(F)F